C1(CC1)COC=1C=C(/C=C/C2=CC=CC=3SC=CC32)C=CC1OC(F)F (E)-4-(3-(cyclopropylmethoxy)-4-(difluoromethoxy)styryl)benzo[b]thiophene